Cl[Si](C)(C(C[Si](Cl)(Cl)Cl)C)Cl 2,2,5,5,5-pentachloro-3-methyl-2,5-disilapentane